8-chloro-5-(3,4-dihydroisoquinolin-2(1H)-yl)-4-methyl-4,5-dihydronaphtho[3,2,1-cd]indole ClC=1C=C2C=C3C(N(C=4C=CC=C(C34)C2=CC1)C)N1CC2=CC=CC=C2CC1